(3-fluoro-5-methyl-4-(3-(1-methyl-1H-pyrazol-4-yl)-1H-pyrazolo[3,4-c]pyridin-5-yl)benzyl)acetamide FC=1C=C(CCC(=O)N)C=C(C1C=1C=C2C(=CN1)NN=C2C=2C=NN(C2)C)C